O1C[C@@H](CC1)OC1=CC=C(C2=C1N=C(O2)N2CC1N(C(C2)C1)C(=O)OC(C)(C)C)C=1SC=CN1 tert-Butyl 3-(4-(((R)-tetrahydrofuran-3-yl)oxy)-7-(thiazol-2-yl)benzo[d]oxazol-2-yl)-3,6-diazabicyclo[3.1.1]heptane-6-carboxylate